2-(6-bromo-8-fluoro-2-methylquinolin-4-yl)propan-2-ol BrC=1C=C2C(=CC(=NC2=C(C1)F)C)C(C)(C)O